N1(CCCCCC1)C1=CC=C(C=C1)[C@H](C)NC(CCC1=NC=2C(=NC=CC2)N1CC1=CC=C(C=C1)F)=O N-[(S)-1-(4-Azepan-1-yl-phenyl)-ethyl]-3-[3-(4-fluoro-benzyl)-3H-imidazo[4,5-b]pyridin-2-yl]-propionamide